N'-{4-[(3-tert-butyl-4-cyano-1,2-thiazol-5-yl)oxy]-2-chloro-5-methylphenyl}-N-ethyl-N-methyl-formamidine C(C)(C)(C)C1=NSC(=C1C#N)OC1=CC(=C(C=C1C)N=CN(C)CC)Cl